3-{[(3S,4R)-4-methyl-2-(2-methyl-5-phenyl-1,3-thiazole-4-carbonyl)-2-azabicyclo[3.1.1]heptan-3-yl]methoxy}isoquinoline C[C@H]1[C@H](N(C2CC1C2)C(=O)C=2N=C(SC2C2=CC=CC=C2)C)COC=2N=CC1=CC=CC=C1C2